piperidinyl-nitrogen N1(CCCCC1)[N]